C1(=C(C=CC=C1)[C@H]1N(CCC1)C1=C(C(=O)N)C=CC=C1)C ((S)-2-(o-tolyl)pyrrolidin-1-yl)benzamide